C(C)OC1=NC=CC=C1C=1C=NC=CC1 ethoxy-[3,3'-bipyridine]